N-{(6S,7aS)-2-[6-cyclopropyl-4-(2,6-difluorophenyl)-1,2-benzoxazol-3-yl]-3-oxohexahydro-1H-pyrrolo[1,2-c]imidazol-6-yl}ethanesulfonamide C1(CC1)C1=CC2=C(C(=NO2)N2C(N3[C@H](C2)C[C@@H](C3)NS(=O)(=O)CC)=O)C(=C1)C1=C(C=CC=C1F)F